[2,3-bis(octanoyloxy)propyl]cysteine C(CCCCCCC)(=O)OC(CN[C@@H](CS)C(=O)O)COC(CCCCCCC)=O